COC1=CC=C(CN(S(=O)(=O)[C@H]([C@@H](CC=C)C)CCCC)CC2=CC=C(C=C2)OC)C=C1 (4R,5S)-N,N-BIS(4-METHOXYBENZYL)-4-METHYL-1-NONENE-5-SULFONAMIDE